C(C)[NH3+] ethylammonium